FC1=C(C=CC=C1C[C@@H]1N(CC2(CC2)[C@@H]1NS(=O)(=O)CF)C(=O)[C@@H]1OCC1)C1=CC(=CC=C1)F N-((6S,7S)-6-((2,3'-difluoro-[1,1'-biphenyl]-3-yl)methyl)-5-((R)-oxetane-2-carbonyl)-5-azaspiro[2.4]heptan-7-yl)-1-fluoromethanesulfonamide